NC1=C(C(=O)NC)C=C(C=C1Br)Cl 2-amino-3-bromo-5-chloro-N-methylbenzamide